C(CCC)C1NS(C2=C(N(C1)C1=CC=C(C=C1)F)C=C(C(=C2)O\C=C(\C(=O)O)/F)SC)(=O)=O racemic-(Z)-3-((3-butyl-5-(4-fluorophenyl)-7-(methylthio)-1,1-dioxido-2,3,4,5-tetrahydro-1,2,5-benzothiadiazepin-8-yl)oxy)-2-fluoroacrylic acid